6,11b-(epiminoethano)-1,5a-methanonaphtho[1,2-e]indol-10-ol C12=CNC=3C=CC4(C5(C13)C1=CC(=CC=C1C=C4NCC5)O)C2